NC1=C(C=C(C(=O)NCCCCN2C(=NC=3C(=NC=4C=CC=CC4C32)N)COCC)C=C1F)F 4-amino-N-(4-(4-amino-2-(ethoxymethyl)-1H-imidazo[4,5-c]quinolin-1-yl)butyl)-3,5-difluorobenzamide